C(C)(=O)OS(C)C1=NN(C(=C1[N+](=O)[O-])C(Cl)Cl)C1=CC=CC=C1 1-Methyl-{[5-(dichloromethyl)-4-nitro-1-phenyl-1H-pyrazol-3-yl]sulfanyl} acetate